ClC=1C=C(CNCCCOCCCNC2=NC3=C(C4=CN=CC=C24)C=CC(=C3)C(=O)OC)C=CC1OC(F)(F)F Methyl 5-((3-(3-((3-chloro-4-(trifluoromethoxy)benzyl)amino)propoxy)propyl)amino)benzo[c][2,6]naphthyridine-8-carboxylate